4-(pyridin-3-yl)piperazin N1=CC(=CC=C1)N1CCNCC1